2-hydroxy-2,2-dithiophene-2-yl-acetic acid bromide OC(C(=O)Br)(C=1SC=CC1)C=1SC=CC1